C(C)(C)(C)OC(=O)N1[C@@H](C[C@H](C1)F)COC1=CC=C(C=C1)C1=C(NC(C(=C1)C(N)=O)=O)C(F)(F)F.S1C(=CC=C1)C1=CC=C(C(=O)N)C=C1 4-(thiophen-2-yl)benzamide Tert-butyl-(2S,4R)-2-((4-(5-carbamoyl-6-oxo-2-(trifluoromethyl)-1,6-dihydropyridin-3-yl)phenoxy)methyl)-4-fluoropyrrolidine-1-carboxylate